(4R,8S)-5-(benzyloxy)-1-(2-((tert-butyldimethylsilyl)oxy)ethyl)-6-oxo-4,5,6,8-tetrahydro-1H-4,7-methanopyrazolo[3,4-e][1,3]Diazepine-8-carboxylic acid methyl ester COC(=O)[C@H]1N2C(N([C@H](C3=C1N(N=C3)CCO[Si](C)(C)C(C)(C)C)C2)OCC2=CC=CC=C2)=O